C1=CC=CC2=CC3=CC=CC=C3C(=C12)CN 1-(9-anthryl)methylamine